5-bromo-7-nitro-1H-indole BrC=1C=C2C=CNC2=C(C1)[N+](=O)[O-]